3-(2-(4-butylphenyl)-4-isopropylthiazol-5-yl)-1-(4-(2-hydroxyethoxy)-3-methylphenyl)propan-1-ol C(CCC)C1=CC=C(C=C1)C=1SC(=C(N1)C(C)C)CCC(O)C1=CC(=C(C=C1)OCCO)C